CN(C1=CC=C(C=C1)C(F)(F)F)C N,N-dimethyl-4-(trifluoromethyl)aniline